C(C)C=1N=C2N(C=C(C=C2)N2CCN(CC2)CC(=O)N(C)C)C1N(C)C=1SC=C(N1)C1=CC=C(C=C1)F 2-(4-(2-ethyl-3-((4-(4-fluorophenyl)thiazol-2-yl)(methyl)amino)imidazo[1,2-a]pyridin-6-yl)piperazin-1-yl)-N,N-dimethylacetamide